[Cl-].ClC=CC[N+]12CN3CN(CN(C1)C3)C2 1-(3-chloroallyl)3,5,7-triaza-1-azoniaadamantane chloride